C1N(CCC2=CC=CC=C12)C1=CC=NN(C1=O)CC1CCN(CC1)C(=O)OC(C)(C)C tert-butyl 4-((5-(3,4-dihydroisoquinolin-2(1H)-yl)-6-oxopyridazin-1(6H)-yl)methyl)piperidine-1-carboxylate